(±)-8-[3-hydroxycyclopentyl]-2-{[1-(methylsulfonyl)piperidin-4-yl]amino}pyrido[2,3-d]pyrimidin-7(8H)-one OC1CC(CC1)N1C(C=CC2=C1N=C(N=C2)NC2CCN(CC2)S(=O)(=O)C)=O